(1S,3S,5R)-N-(2-methoxyethyl)-3-methyl-5-(8-(trifluoromethyl)quinoxalin-5-yl)cyclohexylamine COCCN[C@H]1C[C@H](C[C@H](C1)C1=C2N=CC=NC2=C(C=C1)C(F)(F)F)C